1-[(1S,4R)-7,7-dimethyl-2-oxonorbornan-1-yl]Methanesulfonamide CC1([C@H]2CC([C@@]1(CC2)CS(=O)(=O)N)=O)C